NCCCCCN(CC(=O)O)CC(=O)O N-(5-aminopentyl)iminodiacetic acid